6-chloro-1-(2-methyldibenzo[b,d]furan-4-yl)isoquinoline ClC=1C=C2C=CN=C(C2=CC1)C1=CC(=CC2=C1OC1=C2C=CC=C1)C